OC(CC(=O)O)CCCCCCCCCCCCCCCCCCCCCCC 3-Hydroxy-hexacosanoic acid